4-Bromo-2-ethyl-2H-1,2,3-triazole BrC1=NN(N=C1)CC